(2RS)-2-(6-bromo-7-fluoro-indazol-2-yl)-2-phenyl-N-(2-pyridinyl)acetamide BrC=1C=CC2=CN(N=C2C1F)[C@@H](C(=O)NC1=NC=CC=C1)C1=CC=CC=C1 |r|